[4,5-13C2]glutamate N[C@@H](C[13CH2][13C](=O)[O-])C(=O)[O-]